methyl (E)-3-(6-oxo-5,6-dihydro-4H-thieno[2,3-c]pyrrol-2-yl)acrylate O=C1NCC2=C1SC(=C2)/C=C/C(=O)OC